CN1N=C(C=C1)N1C=CC=2C1=NC=C(C2)N (1-methyl-1H-pyrazol-3-yl)-1H-pyrrolo[2,3-b]pyridin-5-amine